1-[1-{4-chloro-4'-[4-(2-methylpropyl)piperazin-1-yl][1,1'-biphenyl]-2-yl}piperidin-3-yl]-5-(trifluoromethyl)-1H-pyrazole-4-carboxylic acid hydrochloride Cl.ClC1=CC(=C(C=C1)C1=CC=C(C=C1)N1CCN(CC1)CC(C)C)N1CC(CCC1)N1N=CC(=C1C(F)(F)F)C(=O)O